C(CCC)[SiH3].[NH4+] ammonium butylsilane